P(=O)(O)(O)OCC[C@H](N)C(=O)O O-Phospho-Homoserin